europium(III) dihydrate O.O.[Eu+3]